S1C(=CC=C1)C(=N)N thiophene-2-formamidine